N-(n-Octadecyl)acrylamid C(CCCCCCCCCCCCCCCCC)NC(C=C)=O